FC(C1=NC2=C(N1C1=NC(=NC(=N1)N1CCOCC1)N1COC=CC1)C=C(C=C2OC)N)F 2-(difluoromethyl)-4-methoxy-1-(4-morpholino-6-(1,3-oxazin-3-yl)-1,3,5-triazin-2-yl)-1H-benzo[d]imidazol-6-amine